CC1=CC(=C(C=C1)C(=O)C)C 2,4-dimethyl-acetophenone